ClC=1C=C2CCO[C@H](C2=CC1)[C@H]1O[C@H]([C@@H]([C@@H]1O)O)N1C=CC2=C1N=CN=C2NC (2S,3S,4R,5R)-2-((R)-6-chloroisochroman-1-yl)-5-(4-(methylamino)-7H-pyrrolo[2,3-d]pyrimidin-7-yl)tetrahydrofuran-3,4-diol